O=C1NC(CCC1N1C(C2=C3C(C=CC=C13)=C(C=C2)C(=O)O)=O)=O 1-(2,6-dioxopiperidin-3-yl)-2-oxo-1,2-dihydrobenzo[cd]indole-5-carboxylic acid